tert-butyl (2-hydroxy-1-{5-[4-(trifluoromethoxy)phenyl]-1,3,4-oxadiazol-2-yl}ethyl)carbamate OCC(C=1OC(=NN1)C1=CC=C(C=C1)OC(F)(F)F)NC(OC(C)(C)C)=O